6-(4-chloro-3-cyclopropyl-3H-imidazo[4,5-c]pyridin-6-yl)-1'-(3-methyloxetane-3-carbonyl)-1-((1s,3s)-3-(piperidin-1-yl)cyclobutyl)spiro[indolin-3,4'-piperidin]-2-one ClC1=NC(=CC2=C1N(C=N2)C2CC2)C2=CC=C1C(=C2)N(C(C12CCN(CC2)C(=O)C2(COC2)C)=O)C2CC(C2)N2CCCCC2